bis(dibutylamino)ethyl-(1-methylene-2-propenyl)silane C(CCC)N(CCCC)C(C[SiH2]C(C=C)=C)N(CCCC)CCCC